3-((2-amino-6-iodothieno[3,2-d]pyrimidin-4-yl)amino)-1-methylcyclobutanol NC=1N=C(C2=C(N1)C=C(S2)I)NC2CC(C2)(O)C